C(C)N(CCOC1=CC2=CC=CC=C2C=C1)CC N,N-diethyl-2-(naphthalen-2-yloxy)ethan-1-amine